1-((5-chloro-3H-imidazo[4,5-b]pyridin-2-yl)methyl)-4-(2,4-dichlorobenzyl)-3-(2-hydroxy-2-methylpropyl)-1,3-dihydro-2H-imidazol-2-one ClC1=CC=C2C(=N1)NC(=N2)CN2C(N(C(=C2)CC2=C(C=C(C=C2)Cl)Cl)CC(C)(C)O)=O